2-(((1-(5-(2,6-difluoro-4-isopropoxyphenyl)-1,2,4-oxadiazol-3-yl)indol-5-yl)methyl)amino)ethane-1-ol FC1=C(C(=CC(=C1)OC(C)C)F)C1=NC(=NO1)N1C=CC2=CC(=CC=C12)CNCCO